(R)-N-(1-cyanocyclopropyl)-8-(4-(tetrahydrofuran-2-carbonyl)piperazin-1-yl)-3-(5-(trifluoromethyl)-1,3,4-thiadiazol-2-yl)imidazo[1,5-a]pyridine-6-sulfonamide C(#N)C1(CC1)NS(=O)(=O)C=1C=C(C=2N(C1)C(=NC2)C=2SC(=NN2)C(F)(F)F)N2CCN(CC2)C(=O)[C@@H]2OCCC2